4-[[3-(4-chloro-2,3-difluorophenyl)imidazo[1,2-a]pyrazin-8-yl]amino]-2-ethyl-N-(pyrrolidin-3-ylmethyl)benzamide ClC1=C(C(=C(C=C1)C1=CN=C2N1C=CN=C2NC2=CC(=C(C(=O)NCC1CNCC1)C=C2)CC)F)F